(E)-ethyl 6-(6-(but-2-en-1-yl)-2-methyl-7-oxo-6,7-dihydro-1H-pyrrolo[2,3-c]pyridin-4-yl)-4-chloronicotinate C(\C=C\C)N1C(C2=C(C(=C1)C1=NC=C(C(=O)OCC)C(=C1)Cl)C=C(N2)C)=O